N-(4,4-difluorotetrahydrofuran-3-yl)-2-methyl-5-(pyridin-2-ylmethoxy)benzofuran FC1(C(COC1)N1C(C=CC=C1)COC=1C=CC2=C(C=C(O2)C)C1)F